ClCC(CC1(NCC(C1)F)C(=O)OC)=C methyl 2-(2-(chloromethyl) allyl)-4-fluoropyrrolidine-2-carboxylate